NCC(C[Si](C)(C)OC)C 3-Amino-2-methyl-propyl(methoxydimethylsilan)